ClC1=C(C=CC=C1Cl)[C@@H]1N(OCC1)C1=CC(=NC=N1)NC=1C(=CC(=C(C1)NC(C=C)=O)N1CCC(CC1)N1CCN(CC1)C1CCOCC1)OC N-(5-((6-((R)-3-(2,3-dichlorophenyl)-isoxazolidine-2-yl)pyrimidine-4-yl)amino)-4-methoxy-2-(4-(4-(tetrahydro-2H-pyran-4-yl)piperazine-1-yl)piperidine-1-yl)phenyl)acrylamide